oct-1-en-5-yne C=CCCC#CCC